(E)-(2-nitrovinyl)-benzene [N+](=O)([O-])/C=C/C1=CC=CC=C1